The molecule is a straight-chain, monounsaturated fatty acid anion that is the conjugate base of cetoleic acid. It is a long-chain fatty acid anion, an unsaturated fatty acid anion, a straight-chain fatty acid anion and a docosenoate. It is a conjugate base of a cetoleic acid. CCCCCCCCCC/C=C\\CCCCCCCCCC(=O)[O-]